[Cl-].C(=C)N1C=[N+](C=C1)C 1-vinyl-3-methyl-imidazolium chloride